C[Si](O[Si](O[Si](O[Si](C1=CC=CC=C1)(C1=CC=CC=C1)C)(C1=CC=CC=C1)C)(C1=CC=CC=C1)C)(C1=CC=CC=C1)C1=CC=CC=C1 1,3,5,7-Tetramethyl-1,1,3,5,7,7-hexaphenyltetrasiloxan